ClC=1C(=NC=C(C1)C(F)(F)F)CCNC(=O)C1=NC(=NO1)C1=CC=C(C=C1)Cl N-(2-(3-chloro-5-(trifluoromethyl)pyridin-2-yl)ethyl)-3-(p-chlorophenyl)-1,2,4-oxadiazole-5-carboxamide